FC(C(=O)O)(F)F.N1=CC(=CC=C1)C(=O)OCC([C@H](C[C@H]1C(NCC1)=O)NC([C@@H](NC(=O)C=1NC2=CC=CC(=C2C1)OC)CC(C)C)=O)=O (3S)-3-({N-[(4-methoxy-1H-indol-2-yl)carbonyl]-L-leucyl}amino)-2-oxo-4-[(3S)-2-oxopyrrolidin-3-yl]butyl pyridine-3-carboxylate, trifluoroacetate salt